(1R,2S)-4-Chloro-2,3-dihydro-1H-inden-1,2-diyl-dicarbamat ClC1=C2C[C@@H]([C@@H](C2=CC=C1)NC([O-])=O)NC([O-])=O